COC1=CC2=C(C=C1)OC[C@H]([C@@H]2OS(=O)(=O)[O-])C3=C(C(=CC(=C3)/C=C/C(=O)O)OC)O The molecule is an organosulfonate oxoanion that is the conjugate base of torvanol A hydrogen sulfate. It is a conjugate base of a torvanol A hydrogen sulfate.